C(=O)(O)C(=O)O Carboxyl-(carboxylic acid)